(S)-2-((tert-Butyldimethylsilyl)oxy)-1-(5-chloropyridin-2-yl)ethan-1-ol silicon [Si].[Si](C)(C)(C(C)(C)C)OC[C@@H](O)C1=NC=C(C=C1)Cl